C1(CC1)C=1C=C2C(=NC1)N(N=C2C2CCN(CC2)C(=O)C2=C(C=C(C=C2)OC(F)(F)F)NC(OC(C)(C)C)=O)COCC[Si](C)(C)C tert-butyl N-{2-[4-(5-cyclopropyl-1-{[2-(trimethylsilyl)ethoxy]methyl}pyrazolo[3,4-b]pyridin-3-yl)piperidine-1-carbonyl]-5-(trifluoromethoxy)phenyl}carbamate